The molecule is a monocarboxylic acid anion resulting from the deprotonation of the carboxy group of (R)-imazapyr. It is a conjugate base of a (R)-imazapyr. It is an enantiomer of a (S)-imazapyr(1-). CC(C)[C@@]1(C(=O)NC(=N1)C2=C(C=CC=N2)C(=O)[O-])C